4-Methoxy-2-[(E)-prop-1-enyl]phenol COC1=CC(=C(C=C1)O)\C=C\C